[Cl-].C(CCCCCCCCCCCCC)[N+](CCC[Si](OC)(OC)OC)(C)C tetradecyldimethyl-(3-trimethoxysilylpropyl)ammonium chloride